FC1=C(C(=O)NC=2SC=C(N2)C)C=C(C(=C1)F)C=1C=NC=CC1C 2,4-difluoro-5-(4-methyl-pyridin-3-yl)-N-(4-methylthiazol-2-yl)benzamide